CC1=C(C(CCC1O)(C)C)/C=C/C(=C/C=C/C(=C/C=O)/C)/C The molecule is a retinoid that is all-trans-retinal carrying a hydroxy substituent at position 4 on the cyclohexenyl ring. It has a role as a marine metabolite. It is a retinoid, a secondary allylic alcohol and an enal. It derives from an all-trans-retinal.